C1(CCCCC1)C=1NC2=C(C=CC=C2C1C=O)F 2-CYCLOHEXYL-7-FLUORO-1H-INDOLE-3-CARBOXALDEHYDE